Cl.CNC(=O)C1=NC=C(C=C1)OC1CNCC1 N-methyl-5-(pyrrolidin-3-yloxy)pyridineamide hydrochloride